FC1=C(C=CC(=C1)B1OC(C(O1)(C)C)(C)C)CC=1N(C2=C(N1)C=CC(=C2)C(=O)OC)CCOC Methyl 2-{[2-fluoro-4-(4,4,5,5-tetramethyl-1,3,2-dioxaborolan-2-yl)phenyl]methyl}-3-(2-methoxyethyl)benzimidazole-5-carboxylate